ClC1=CC(=C(C=C1)C=1C(=CC2=CC(=C(C=C2C1)O)C1=C(C=C(C=C1)Cl)F)O)F 3,7-bis(4-chloro-2-fluorophenyl)naphthalene-2,6-diol